benzyl-tris(2,4,6-trimethoxyphenyl)phosphonium C(C1=CC=CC=C1)[P+](C1=C(C=C(C=C1OC)OC)OC)(C1=C(C=C(C=C1OC)OC)OC)C1=C(C=C(C=C1OC)OC)OC